methyl 4-oxo-4-(pyridin-3-yl)butanoate O=C(CCC(=O)OC)C=1C=NC=CC1